1-(9-(4-amino-7-methyl-5-(5-(trifluoromethyl)pyrimidin-2-yl)-7H-pyrrolo[2,3-d]pyrimidin-6-yl)-3-azaspiro[5.5]undec-8-en-3-yl)prop-2-en-1-one NC=1C2=C(N=CN1)N(C(=C2C2=NC=C(C=N2)C(F)(F)F)C2=CCC1(CCN(CC1)C(C=C)=O)CC2)C